trans-8-((4-((cyclopropylmethyl)(p-tolyl)amino)cyclohexyl)(methyl)amino)-5-methyl-6-oxo-5,6-dihydro-1,5-naphthyridine-2,7-dicarbonitrile C1(CC1)CN([C@@H]1CC[C@H](CC1)N(C1=C(C(N(C=2C=CC(=NC12)C#N)C)=O)C#N)C)C1=CC=C(C=C1)C